2-chloroepoxypentane ClC1(CO1)CCC